(R)-N-(1-(4-chloro-6-(isopropylamino)pyridin-2-yl)cyclopropyl)-3-(2,4-difluorophenyl)-3-hydroxybutanamide ClC1=CC(=NC(=C1)NC(C)C)C1(CC1)NC(C[C@@](C)(O)C1=C(C=C(C=C1)F)F)=O